4-(((1S)-1-(4-((3,3-difluorocyclopentyl)oxy)-3-fluorophenyl)ethyl)amino)-2-ethyl-2,3-dihydro-1H-pyrrolo[3,4-c]pyridin-1-one FC1(CC(CC1)OC1=C(C=C(C=C1)[C@H](C)NC1=NC=CC2=C1CN(C2=O)CC)F)F